[3-[[3-(trifluoromethylsulfonyl)phenyl]methoxy]azetidin-1-yl]methanone FC(S(=O)(=O)C=1C=C(C=CC1)COC1CN(C1)C=O)(F)F